COC(CCCN(C)C)=O methyl-4-dimethylaminobutyrate